C(C)N1S(C(C(C2=C1N=C(N2C)SCCC)=O)C2=CC=CC=C2)(=O)=O 1-ethyl-5-methyl-3-phenyl-6-(propylthio)-3,5-dihydroimidazo[4,5-c][1,2]Thiazin-4(1H)-one 2,2-dioxide